1-(4-(2H-1,2,3-triazol-4-yl)benzyl)-4-(ethoxymethyl)-4-phenethylpiperidine N=1NN=C(C1)C1=CC=C(CN2CCC(CC2)(CCC2=CC=CC=C2)COCC)C=C1